(2S,4S)-(+)-pentanediol C[C@@H](C[C@H](C)O)O